C1N(CCC2=CC=CC=C12)[C@H]1[C@@H](CN(CC1)C1=NC=NC(=C1)NC1=C(C=CC=C1)N1CCOCC1)O trans-4-(3,4-dihydroisoquinolin-2(1H)-yl)-1-(6-((2-morpholinophenyl)amino)pyrimidin-4-yl)piperidin-3-ol